C=12C(=CC(=CC1)C(=O)O)C(=O)OC2=O 1,2,4-benzenetricarboxylic acid 1,2-anhydride